(S)-1-((3-cyanoazetidin-1-yl)sulfonyl)piperidine-3-carboxylic acid C(#N)C1CN(C1)S(=O)(=O)N1C[C@H](CCC1)C(=O)O